C(CCC)C=1C(=C(C=CC1)S(=O)(=O)N)CCCCCCCCCCCC Butyl-dodecyl-benzene-sulfonamide